Heptamethyldiphenyldivinylheptachloro-octasilan C[Si]([Si]([Si]([Si]([Si]([Si]([Si]([Si](Cl)(Cl)Cl)(Cl)Cl)(Cl)Cl)(C=C)C=C)(C1=CC=CC=C1)C1=CC=CC=C1)(C)C)(C)C)(C)C